1-((2R,5S)-4-((S)-6-chloro-7-(3,5-dimethyl-1H-indazol-4-yl)-2-(3-(dimethylamino)azetidin-1-yl)-8-fluoroquinazolin-4-yl)-2,5-dimethylpiperazin-1-yl)prop-2-en-1-one ClC=1C=C2C(=NC(=NC2=C(C1C1=C2C(=NNC2=CC=C1C)C)F)N1CC(C1)N(C)C)N1C[C@H](N(C[C@@H]1C)C(C=C)=O)C